CC(C)(C(CC)(C1=CC=C(C=C1)O)C1=CC=C(C=C1)O)C 2,2-dimethyl-3,3-di(4-hydroxyphenyl)pentane